(4-amino-1,3-dihydrofuro[3,4-c][1,7]naphthyridin-8-yl)-[rac-(3S)-3-(6-cyclopropyl-3-pyridyl)morpholin-4-yl]methanone NC1=NC=2C=NC(=CC2C2=C1COC2)C(=O)N2[C@H](COCC2)C=2C=NC(=CC2)C2CC2 |r|